C(#N)C1=CNC2=C(C=CC(=C12)C)C=1N=C(SC1N1CCOCC1)S(=O)(=O)N (3-cyano-4-methyl-1H-indol-7-yl)-5-(morpholin-4-yl)-1,3-thiazole-2-sulfonamide